CN1N=CC(=C1)C1CN(CCO1)C=1C=NNC1 6-(1-methyl-1H-pyrazol-4-yl)-4-morpholinopyrazol